CN1C[C@H]2[C@H](OCCN2C2=CC(=C(N=N2)C2=C(C=C(C=C2)C(F)(F)F)O)C)CC1 2-[6-[(4aS,8aR)-6-methyl-3,4a,5,7,8,8a-hexahydro-2H-pyrido[4,3-b][1,4]oxazin-4-yl]-4-methyl-pyridazin-3-yl]-5-(trifluoromethyl)phenol